1-(2,3-dichlorophenyl)-2-[[2-(methylamino)-6-(3-methylimidazo[1,5-a]pyridin-6-yl)pyrimidin-4-yl]amino]ethanol ClC1=C(C=CC=C1Cl)C(CNC1=NC(=NC(=C1)C=1C=CC=2N(C1)C(=NC2)C)NC)O